(2-((5-bromo-2-((1,3-dimethyl-1H-indazol-6-yl)amino)pyrimidin-4-yl)amino)phenyl)dimethylphosphine BrC=1C(=NC(=NC1)NC1=CC=C2C(=NN(C2=C1)C)C)NC1=C(C=CC=C1)P(C)C